C(C)(C)(C)OC(N[C@@H]1C2=C(OC13CCN(CC3)C=3N=C1C(=NC3)C(=NN1COCC[Si](C)(C)C)I)C=C(C=C2)F)=O (R)-(6-fluoro-1'-(3-iodo-1-((2-(trimethylsilyl)ethoxy)methyl)-1H-pyrazolo[4,3-b]pyrazin-6-yl)-3H-spiro[benzofuran-2,4'-piperidin]-3-yl)carbamic acid tert-butyl ester